O=C1N(CC(N1)=O)C(=O)N 2,4-dioxoimidazolidine-1-carboxamide